2,6-dibromo-camphene BrC=1C2(C(CC(C1)C2(C)C)Br)C